3-[4-amino-5-(trifluoromethyl)pyrrolo[2,1-f][1,2,4]triazin-7-yl]-5-fluoro-N-[(3R,4S)-4-fluoro-1-(4-fluorobenzoyl)pyrrolidin-3-yl]benzamide NC1=NC=NN2C1=C(C=C2C=2C=C(C(=O)N[C@@H]1CN(C[C@@H]1F)C(C1=CC=C(C=C1)F)=O)C=C(C2)F)C(F)(F)F